NC=1C2=C(NC(C1C=1NC=3C(=CC4=C(CCN(CC4)C4CC(C4)O)C3)N1)=O)C=CS2 7-amino-6-(7-(3-hydroxycyclobutyl)-1,5,6,7,8,9-hexahydroimidazo[4',5':4,5]benzo[1,2-d]azepin-2-yl)thieno[3,2-b]pyridin-5(4H)-one